COC(=O)[C@H]1N(C([C@@H](C1)C)=O)C(=O)OC(C)(C)C (2S,4R)-4-methyl-5-oxopyrrolidine-1,2-dicarboxylic acid 1-tert-butyl 2-methyl ester